bis-(1,2,2,6,6-pentamethylpiperidyl) sebacat C(CCCCCCCCC(=O)OC1C(N(C(CC1)(C)C)C)(C)C)(=O)OC1C(N(C(CC1)(C)C)C)(C)C